C(CCOCCOCCOCCOCCOCCOCCOCCOCCOCCOCCNCNCCCC)(=O)O 4,7,10,13,16,19,22,25,28,31-decaoxa-34,36-diazatetracontanoic acid